4-fluoro-2-methoxy-9H-carbazole FC1=CC(=CC=2NC3=CC=CC=C3C12)OC